ClC1=C(C(=CC=C1Cl)O)[C@@H]1CC2=NN(C(N2C1)=O)C1CCN(CC1)C(C)C (S)-6-(2,3-dichloro-6-hydroxyphenyl)-2-(1-isopropylpiperidin-4-yl)-2,5,6,7-tetrahydro-3H-pyrrolo[2,1-c][1,2,4]triazol-3-one